(2-(2,6-dioxopiperidin-3-yl)-3-oxoisoindolin-5-yl)methyl (6-(1-((tert-butyldimethylsilyl)oxy)-2,2,2-trifluoroethyl)pyridin-3-yl)carbamate [Si](C)(C)(C(C)(C)C)OC(C(F)(F)F)C1=CC=C(C=N1)NC(OCC=1C=C2C(N(CC2=CC1)C1C(NC(CC1)=O)=O)=O)=O